4-(4-(benzofuran-3-yl)thiophene-2-yl)-4-oxobutyric acid methyl ester COC(CCC(=O)C=1SC=C(C1)C1=COC2=C1C=CC=C2)=O